calcium dipropoxide [O-]CCC.[O-]CCC.[Ca+2]